Racemic-4-[1-(2,6-dioxo-3-piperidinyl)-3,4-dihydro-2H-quinolin-5-yl]piperidine-1-carboxylic acid tert-butyl ester C(C)(C)(C)OC(=O)N1CCC(CC1)C1=C2CCCN(C2=CC=C1)[C@H]1C(NC(CC1)=O)=O |r|